γ-maleimidobutyryloxylsuccinimide C1(C=CC(N1CCCC(=O)OC1C(=O)NC(C1)=O)=O)=O